BrC=1C(=NN(C1)C1(CC1)C)F 4-bromo-3-fluoro-1-(1-methylcyclopropyl)pyrazole